C1(CC1)C1=C(N=C2N1CCOC1=C2C=CC(=C1)N[C@H](C(=O)N)C)N1C(OC[C@H]1C(F)F)=C=O (S)-2-((3-cyclopropyl-2-((S)-4-(difluoromethyl)-2-carbonyloxazolidin-3-yl)-5,6-dihydrobenzo[f]imidazo[1,2-d][1,4]oxazepin-9-yl)amino)propionamide